3-(benzothiophen-2-yl)pyrrolidine S1C(=CC2=C1C=CC=C2)C2CNCC2